6-(4-Amino-1,2,5-oxadiazol-3-yl)-1,3,5-triazine-2,4-diamine NC=1C(=NON1)C1=NC(=NC(=N1)N)N